4-(6-(2-(2-isopropylphenyl)pyrrolidin-1-yl)-2-azaspiro[3.3]Heptane-2-yl)benzoic acid methyl ester COC(C1=CC=C(C=C1)N1CC2(C1)CC(C2)N2C(CCC2)C2=C(C=CC=C2)C(C)C)=O